PhenylEneether C=12C(=CC=CC1)O2